2-(2-imino-1,3-diazinan-1-yl)-3-methylbutanoic acid N=C1N(CCCN1)C(C(=O)O)C(C)C